P(=O)(OC[N+]1=C(C(=CC=C1)C1=CC(=NO1)CC1=CC=C(C=C1)COC1=C(C=CC=C1)F)N)(O)[O-] (2-amino-3-(3-(4-((2-fluorophenoxy)methyl)benzyl)isoxazol-5-yl)pyridin-1-ium-1-yl)methyl hydrogen phosphate